2-[1-(4-Methyl-1,3-thiazol-2-yl)-1H-pyrazol-4-yl]propanoic acid CC=1N=C(SC1)N1N=CC(=C1)C(C(=O)O)C